C1(CCCCC1)C(C1=C(C=CC=2C3=CC=C(C=C3CC12)C(C)(C)C)C(C)(C)C)(C1C=CC=C1)C cyclohexyl-methyl-cyclopentadienyl-2,7-di-tert-butylfluorenyl-methane